FC1=C(C=C(C=C1)OCOC)[N+](=O)[O-] 1-fluoro-4-(methoxymethoxy)-2-nitrobenzene